di(2-acetylphenyl)iodonium C(C)(=O)C1=C(C=CC=C1)[I+]C1=C(C=CC=C1)C(C)=O